ClC=1C=C(C=CC1Cl)N1N=C(CC1)NC(=O)[C@H]1CNCC1 (R)-N-(1-(3,4-dichlorophenyl)-4,5-dihydro-1H-pyrazol-3-yl)pyrrolidine-3-carboxamide